1-(tert-butyl) 2-methyl (3R)-2-(2-(((tert-butyldimethylsilyl)oxy)methyl)allyl)-3-hydroxypyrrolidine-1,2-dicarboxylate [Si](C)(C)(C(C)(C)C)OCC(CC1(N(CC[C@H]1O)C(=O)OC(C)(C)C)C(=O)OC)=C